ClC=1C=C2C=NC(=NC2=CC1C1CCN(CC1)C1(COC1)C)NC=1C=NN(C1Cl)CC(F)F 6-chloro-N-[5-chloro-1-(2,2-difluoroethyl)-1H-pyrazol-4-yl]-7-[1-(3-methyloxetan-3-yl)piperidin-4-yl]quinazolin-2-amine